tert-butyl rac-(3R,4R)-3-(3,4-dichlorophenyl)-4-[[4-(trifluoromethoxy)phenyl] sulfonylamino]pyrrolidine-1-carboxylate ClC=1C=C(C=CC1Cl)[C@@H]1CN(C[C@@H]1NS(=O)(=O)C1=CC=C(C=C1)OC(F)(F)F)C(=O)OC(C)(C)C |r|